(1S,3S)-N-(5-chloro-4-(5,5-dimethyl-5,6-dihydro-4H-pyrrolo[1,2-b]pyrazol-3-yl)pyridin-2-yl)-3-(pyridin-4-yl)cyclohexane-1-carboxamide ClC=1C(=CC(=NC1)NC(=O)[C@@H]1C[C@H](CCC1)C1=CC=NC=C1)C1=C2N(N=C1)CC(C2)(C)C